(2S,4R)-1-[(2S)-2-(14-amino-3,6,9,12-tetraoxatetradecanamido)-3,3-dimethylbutanoyl]-4-hydroxy-N-{[4-(4-methyl-1,3-thiazol-5-yl)phenyl]-methyl}pyrrolidine-2-carboxamide NCCOCCOCCOCCOCC(=O)N[C@H](C(=O)N1[C@@H](C[C@H](C1)O)C(=O)NCC1=CC=C(C=C1)C1=C(N=CS1)C)C(C)(C)C